Rac-ethyl 2-((5R,7R,10S)-10-((S)-sec-butyl)-8-hexyl-7-isopropyl-2,2,3,3,14,14-hexamethyl-9,12-dioxo-4,13-dioxa-8,11-diaza-3-silapentadecan-5-yl)thiazole-4-carboxylate [C@H](C)(CC)[C@@H](C(N([C@H](C[C@@H](O[Si](C(C)(C)C)(C)C)C=1SC=C(N1)C(=O)OCC)C(C)C)CCCCCC)=O)NC(OC(C)(C)C)=O |r|